C(=C)C1=CC=C(COC2=CC=C(C=C2)C(C)(C)C2=C(C=CC=C2)O)C=C1 (2-(4-((4-vinyl-benzyl)oxy)phenyl)propan-2-yl)phenol